4-amino-1-(2-cyclopropylethyl)-1H-pyrazole-5-carbonitrile NC=1C=NN(C1C#N)CCC1CC1